OC([C@H](N)C(=O)O)O 3,3-dihydroxy-alanine